C(C)(C)C1CC(CCC1)C(C)C 1,3-diisopropylcyclohexane